(S)-6-(5-chloro-2-fluorophenyl)-1-methyl-2,5,6,7-tetrahydro-3H-pyrrolo[1,2-c]imidazole-3-thione ClC=1C=CC(=C(C1)[C@@H]1CC=2N(C(NC2C)=S)C1)F